bromo-2,3-dihydrospiro[indene-1,3'-pyrrolidine]-3-ol BrN1CC2(CC1)CC(C1=CC=CC=C12)O